(4R)-N-(1-cyanocyclopropyl)-4-{difluoro[4-(piperazin-1-ylmethyl)-2-(trifluoromethyl)phenyl]methyl}-1-[(1-methylcyclopropyl)carbonyl]-L-prolinamide dihydrochloride Cl.Cl.C(#N)C1(CC1)NC([C@H]1N(C[C@@H](C1)C(C1=C(C=C(C=C1)CN1CCNCC1)C(F)(F)F)(F)F)C(=O)C1(CC1)C)=O